FC1=C(C=CC(=C1)F)C=1C=CC2=C(C(N3C(O2)CCC3)=O)C1 7-(2,4-difluorophenyl)-1,2,3,3a-tetrahydro-9H-benzo[e]pyrrolo[2,1-b][1,3]oxazin-9-one